(3s,4s)-4-(hydroxymethyl)piperidin-3-ol titanium [Ti].OC[C@H]1[C@@H](CNCC1)O